(Z)-N'-(p-tolyl)phenylcarbazoyl chloride C1(=CC=C(C=C1)NN(C(=O)Cl)C1=CC=CC=C1)C